5-(cyclohexylmethyl)-2-methyl-4-((2-methylpyridin-3-yl)methyl)-2,4-dihydro-3H-1,2,4-triazol-3-one C1(CCCCC1)CC=1N(C(N(N1)C)=O)CC=1C(=NC=CC1)C